4-(6-cyclopropyl-4-(dimethylamino)-8-fluoro-2-(((2R,7aS)-2-fluorotetrahydro-1H-pyrrolizin-7a(5H)-yl)methoxy)quinazolin-7-yl)-5-ethyl-6-fluoronaphthalen-2-ol C1(CC1)C=1C=C2C(=NC(=NC2=C(C1C1=CC(=CC2=CC=C(C(=C12)CC)F)O)F)OC[C@]12CCCN2C[C@@H](C1)F)N(C)C